(4aR,8aS)-6-[6-[[5-[1-(trifluoromethyl)cyclopropyl]-1H-1,2,4-triazol-3-yl]methyl]-2-azaspiro[3.3]heptane-2-carbonyl]-4,4a,5,7,8,8a-hexahydropyrido[4,3-b][1,4]oxazin-3-one FC(C1(CC1)C1=NC(=NN1)CC1CC2(CN(C2)C(=O)N2C[C@@H]3[C@@H](OCC(N3)=O)CC2)C1)(F)F